ON=C(C)N N'-hydroxy-acetimidamide